bis(4-tert-butyl-3-hydroxy-2,6-dimethylbenzyl) dithio-terephthalate C(C1=CC=C(C(=S)OCC2=C(C(=C(C=C2C)C(C)(C)C)O)C)C=C1)(=S)OCC1=C(C(=C(C=C1C)C(C)(C)C)O)C